NCC1=CC=C(C=C1)NC=1C=NC(=CC1C)N1CCC(CC1)C(F)(F)F N-(4-(aminomethyl)phenyl)-4-methyl-6-(4-(trifluoromethyl)piperidin-1-yl)pyridin-3-amine